NC1=NC(=NC=C1C(=O)NC1=CC=CC2=CC=CC=C12)N1CCC(CC1)(C)N 4-amino-2-(4-amino-4-methylpiperidin-1-yl)-N-naphthalen-1-ylpyrimidine-5-carboxamide